FC(OC1=CC=C(C=C1)C1CCNCC1)(F)F 4-(4-(trifluoromethoxy)phenyl)piperidin